ClC=1C=C2C(=CC1)NC(C21CCN(CC1)CCOC1=CC2=CN(N=C2C(=C1)C(F)(F)F)C1CC(C1)(C)O)=O 5-chloro-1'-[2-({2-[(cis)-3-hydroxy-3-methylcyclobutyl]-7-(trifluoromethyl)-2H-indazol-5-yl}oxy)ethyl]-1,2-dihydrospiro[indole-3,4'-piperidin]-2-one